COC(C1=C(C=CC(=C1)B1OC(C(O1)(C)C)(C)C)C)=O Methyl-2-methyl-5-(4,4,5,5-tetramethyl-1,3,2-dioxaborolan-2-yl)benzoat